(4-cyclopropyl-1H-imidazol-1-yl)-5-methylthiophene-2-carboxamide C1(CC1)C=1N=CN(C1)C1=C(SC(=C1)C)C(=O)N